COC1=CC(=C(C=C1C)C1=CC(=C(N=N1)NC1C[C@@H]2[C@@H](CN(C2)CC2CCOCC2)C1)C(F)(F)F)C (3aR,5s,6aS)-N-(6-(4-methoxy-2,5-dimethylphenyl)-4-(trifluoromethyl)pyridazin-3-yl)-2-((tetrahydro-2H-pyran-4-yl)methyl)octahydro-cyclopenta[c]pyrrol-5-amine